N,N,N-Trimethyl-1-adamantylammonium C[N+](C)(C)C12CC3CC(CC(C1)C3)C2